7-amino-2-N-t-butoxycarbonyl-1,2,3,4-tetrahydroisoquinoline NC1=CC=C2CCN(CC2=C1)C(=O)OC(C)(C)C